COC(=O)C1=C(N(C(=C(C1=O)Br)C)C)C 5-bromo-1,2,6-trimethyl-4-oxo-1,4-dihydropyridine-3-carboxylic acid methyl ester